N(=[N+]=[N-])C1=C(C(=O)OC(=O)C(CCC[C@H](N)C(=O)O)N)C=CC=C1 6-(((2-azidobenzoyl)oxy)carbonyl)-L-lysine